C12NCC(C1N1CC(NC=3C(=NC=4C(=C(C(=CC4C31)CCC#N)C3=CC(=CC1=CC=CC=C31)O)F)C=3N=CN(C3)C)=O)C2 3-(1-((endo)-2-azabicyclo[2.1.1]hexan-5-yl)-7-fluoro-8-(3-hydroxynaphthalen-1-yl)-5-(1-methyl-1H-imidazol-4-yl)-3-oxo-1,2,3,4-tetrahydropyrazino[2,3-c]quinolin-9-yl)propanenitrile